1-Fluoro-N-[(2R,3S)-1-[1-(1-methyl-6-oxo-3-pyridyl)indazol-5-yl]-5-oxo-2-phenyl-pyrrolidin-3-yl]cyclopropanecarboxamid FC1(CC1)C(=O)N[C@@H]1[C@H](N(C(C1)=O)C=1C=C2C=NN(C2=CC1)C1=CN(C(C=C1)=O)C)C1=CC=CC=C1